1-Benzyl-3-hydroxy-4-(3-oxo-2-phenylindolin-2-yl)pyrrolidine-2,5-dione C(C1=CC=CC=C1)N1C(C(C(C1=O)C1(NC2=CC=CC=C2C1=O)C1=CC=CC=C1)O)=O